ClC=1C=CC2=C(CC(CC=3N2C(=NN3)[C@@H]3CC[C@H](CC3)C(F)(F)F)N)C1 8-chloro-1-[trans-4-(trifluoromethyl)cyclohexyl]-5,6-dihydro-4H-[1,2,4]Triazolo[4,3-a][1]Benzazepin-5-amine